The molecule is an alkaloid of the class of beta-carbolines isolated from Haliclona and Acanthostrongylophora. It exhibits inhibitory activity against Glycogen Synthase Kinase-3 (EC 2.7.11.26). It has a role as an antimalarial, an antineoplastic agent, an anti-HSV-1 agent, an animal metabolite, a marine metabolite and an EC 2.7.11.26 (tau-protein kinase) inhibitor. It is a member of beta-carbolines, an alkaloid and a member of isoquinolines. C1CCN2CC[C@H]3C(=C[C@@](CC/C=C\\C1)([C@H]4[C@]3(C2)C[C@H]/5N4CCCC/C=C5)O)C6=NC=CC7=C6NC8=CC=CC=C78